sebacic acid butylene ester C1CCCOC(CCCCCCCCC(=O)O1)=O